10-(9-(4-Tert-butylpyridin-2-yl)-9H-carbazol-2-yl)-9,9-dimethyl-3-(1H-pyrazol-1-yl)-9,10-dihydroacridine C(C)(C)(C)C1=CC(=NC=C1)N1C2=CC=CC=C2C=2C=CC(=CC12)N1C=2C=C(C=CC2C(C2=CC=CC=C12)(C)C)N1N=CC=C1